2-methyl-5-nitro-benzenethiol CC1=C(C=C(C=C1)[N+](=O)[O-])S